CC1=C(C=2N(C=C1C1=C(C=3N=C(SC3N1)C(=O)N1CC(C1)F)C(C)C)N=CN2)C (5-(7,8-dimethyl-[1,2,4]triazolo[1,5-a]pyridin-6-yl)-6-isopropyl-4H-pyrrolo[3,2-d]thiazol-2-yl)(3-fluoroazetidin-1-yl)methanone